C1(=CC=CC=C1)C1CC(CN(C1)C(=O)[O-])C(=O)[O-] 5-phenylpiperidine-1,3-dicarboxylate